FC(C1=NN=C(O1)C1=CC(=NC=C1)C1=NC=NN1CC1=CC(=CC=C1)F)F 4-[5-(difluoromethyl)-1,3,4-oxadiazol-2-yl]-2-{1-[(3-fluorophenyl)methyl]-1H-1,2,4-triazol-5-yl}pyridine